O1CC[C@@H](C2=C1C=CC=C2)NC(=O)C=2C=NC1=C(N=CC(=C1C2N(C)C)F)C2=C(C(=CC(=C2)F)F)F N-[(4S)-3,4-dihydro-2H-1-benzopyran-4-yl]-4-(dimethylamino)-5-fluoro-8-(2,3,5-trifluorophenyl)-1,7-naphthyridine-3-carboxamide